COC1=CC=C(CN2C(N(CCC2=O)C2=CN=CC3=CC(=CC=C23)C2CCN(CC2)C(=O)OC(C)(C)C)=O)C=C1 tert-butyl 4-(4-(3-(4-methoxybenzyl)-2,4-dioxotetrahydropyrimidin-1(2H)-yl) isoquinolin-7-yl)piperidine-1-carboxylate